FC=1C=C(C=CC1)[C@@H]1N(CCC1)C=1C=CC=2N(N1)C(=CN2)C2=CC=CC(=N2)N2CCN(CC2)CC2=C(C=CC=C2)NC2C(NC(CC2)=O)=O 3-((2-((4-(6-(6-((R)-2-(3-fluorophenyl)pyrrolidin-1-yl)imidazo[1,2-b]pyridazin-3-yl)pyridin-2-yl)piperazin-1-yl)methyl)phenyl)amino)piperidine-2,6-dione